C(#N)C1=C(SC2=C1C(=NC=C2F)C=2C1=C(C=3C=NC(=NC3C2F)N2C[C@@H](CC2)N2[C@@H](CN(CC2)C)C)COC1)NC(OC(C)(C)C)=O tert-Butyl (3-cyano-4-(3-((R)-3-((R)-2,4-dimethylpiperazin-1-yl)pyrrolidin-1-yl)-5-fluoro-7,9-dihydrofuro[3,4-f]quinazolin-6-yl)-7-fluorothieno[3,2-c]pyridin-2-yl)carbamate